C(=O)O.COCCN1N=C(C(=C1)NC(=O)C1=CC=CC(=N1)C1=CC=NC=C1)C1=NC=CC=C1 N-(1-(2-methoxyethyl)-3-(pyridin-2-yl)-1H-pyrazol-4-yl)-[2,4'-bipyridine]-6-carboxamide formate